tert-Butyl N-[3-ethyl-5-[[2-[(2S,5R)-2-(6-isoquinolyl)-5-methyl-1-piperidyl]-2-oxo-acetyl]amino]-2-pyridyl]carbamate C(C)C=1C(=NC=C(C1)NC(C(=O)N1[C@@H](CC[C@H](C1)C)C=1C=C2C=CN=CC2=CC1)=O)NC(OC(C)(C)C)=O